(2S,4S)-4-fluoro-1-((1-hydroxy-2-methylpropan-2-yl)glycyl)pyrrolidine-2-carbonitrile F[C@H]1C[C@H](N(C1)C(CNC(CO)(C)C)=O)C#N